1-ethyl-3-methylimidazolediphthalic acid borate B(O)(O)O.C(C)N1C(N(C(=C1)C=1C=CC=C(C1C(=O)O)C(=O)O)C)C=1C=CC=C(C1C(=O)O)C(=O)O